(S)-1-[(S)-1-[(4-{2-[(3R,4S)-3,4-Dimethyl-1-pyrrolidinyl]ethyl}-1-piperidyl)carbonyl]-3-methylbutyl]-3-isobutyl-2-piperazinone C[C@H]1CN(C[C@H]1C)CCC1CCN(CC1)C(=O)[C@H](CC(C)C)N1C([C@@H](NCC1)CC(C)C)=O